1-[9-(4-chlorophenyl)-8-(6-cyano-3-pyridinyl)-2-(2-hydroxy-2-methyl-propoxy)purin-6-yl]-4-methyl-piperidine-4-carboxylic acid ClC1=CC=C(C=C1)N1C2=NC(=NC(=C2N=C1C=1C=NC(=CC1)C#N)N1CCC(CC1)(C(=O)O)C)OCC(C)(C)O